N1(CCNCC1)C1=CC=C(OC2=CC(=NC=N2)O)C=C1 6-(4-(piperazin-1-yl)phenoxy)pyrimidin-4-ol